ClC1=C(C(=CC=C1)F)CC1=NOC(N1CCCC1CCCCC1)=O 3-[(2-chloro-6-fluorophenyl)methyl]-4-(3-cyclohexylpropyl)-4,5-dihydro-1,2,4-oxadiazol-5-one